(R)-7-(3-(2-(4-methyl-1-tosyl-1H-pyrrolo[2,3-b]pyridin-3-yl)thiazol-4-yl)phenyl)-6,7-dihydro-5H-pyrrolo[1,2-a]imidazol-7-ol CC1=C2C(=NC=C1)N(C=C2C=2SC=C(N2)C=2C=C(C=CC2)[C@@]2(CCN1C2=NC=C1)O)S(=O)(=O)C1=CC=C(C)C=C1